C1(CC1)CNC(=O)C=1SC(=NN1)CCCCN1N=NC(=C1)C(NCC1=CC(=CC=C1)OC(F)(F)F)=O N-(cyclopropylmethyl)-5-{4-[4-({[3-(trifluoromethoxy)phenyl]methyl}carbamoyl)-1H-1,2,3-triazol-1-yl]butyl}-1,3,4-thiadiazole-2-carboxamide